C(CCCCCCC\C=C/C\C=C/CCCCC)(=O)OC[C@@H](OC(CCCCCCC\C=C/C\C=C/CCCCC)=O)COP(=O)(O)OCCN 1,2-di-linoleoyl-sn-glycero-3-phosphoethanolamine